1-[4-chloro-2-(difluoromethyl)phenyl]-N-[(3R)-1-ethylpiperidin-3-yl]pyrrolo[1,2-d][1,2,4]triazin-4-amine ClC1=CC(=C(C=C1)C=1C=2N(C(=NN1)N[C@H]1CN(CCC1)CC)C=CC2)C(F)F